C(C)OCC1CC(=C(C(C1)=O)CC(CC)C)O 5-ethoxymethyl-3-hydroxy-2-(2-methyl-butyl)-cyclohex-2-enone